(S)-((2-(1H-benzo[d]imidazol-1-yl)-6-((R)-3-methylmorpholino)pyrimidin-4-yl)imino)(methyl)(oxetan-3-yl)-λ6-sulfanone N1(C=NC2=C1C=CC=C2)C2=NC(=CC(=N2)N=[S@@](=O)(C2COC2)C)N2[C@@H](COCC2)C